NC=1CC(=CC2=C(N1)C=C(C=C2)C=2C=NC=NC2)C(=O)N(CCC)CCCNC(OC(C)(C)C)=O tert-butyl (3-(2-amino-N-propyl-8-(pyrimidin-5-yl)-3H-benzo[b]azepine-4-carboxamido)propyl)carbamate